5-Methyl-1-(1-(4-(1,2,3,6-tetrahydropyridin-4-yl)benzyl)-1H-indol-5-yl)-1H-pyrazol-3-carboxamid CC1=CC(=NN1C=1C=C2C=CN(C2=CC1)CC1=CC=C(C=C1)C=1CCNCC1)C(=O)N